FC(CN1N=NC(=C1)C(=O)NCC1=C(C=CC(=C1)OC(F)(F)F)F)CCN1N=NC(=C1)C(NCC=1C=NC(=CC1)C(F)(F)F)=O 1-{2-fluoro-4-[4-({[6-(trifluoromethyl)pyridin-3-yl]methyl}carbamoyl)-1H-1,2,3-triazol-1-yl]butyl}-N-{[2-fluoro-5-(trifluoromethoxy)phenyl]methyl}-1H-1,2,3-triazole-4-carboxamide